CC1(C=C)CC=CC(=C1)CCCC 1-methyl-5-n-butylstyrene